aluminum tris-(diphenylphosphinate) C1(=CC=CC=C1)P([O-])(=O)C1=CC=CC=C1.C1(=CC=CC=C1)P([O-])(=O)C1=CC=CC=C1.C1(=CC=CC=C1)P([O-])(=O)C1=CC=CC=C1.[Al+3]